COC1=C(NCC#C)C=CC(=C1)S(=O)(=O)CCC(F)(F)F 2-methoxy-N-prop-2-ynyl-4-(3,3,3-trifluoropropyl-sulfonyl)aniline